2-(2-thienyl)quinazolin-4(3H)-one S1C(=CC=C1)C1=NC2=CC=CC=C2C(N1)=O